C(C)N1C(=C(C2=CC=CC=C12)C1OC(C=2C1=NC=CC2)=O)C 7-(1-ethyl-2-methyl-1H-indol-3-yl)furo[3,4-b]pyridin-5(7H)-one